tert-butyl ((3-(6'-(4,4-difluoroazepan-1-yl)-5-fluoro-4'-methyl-[2,3'-bipyridine]-5'-carboxamido)phenyl)(methyl)(oxo)-λ6-sulfaneylidene)carbamate FC1(CCN(CCC1)C1=C(C(=C(C=N1)C1=NC=C(C=C1)F)C)C(=O)NC=1C=C(C=CC1)S(=O)(C)=NC(OC(C)(C)C)=O)F